C1(CCCCC1)C(C(C(=O)C1=CC=CC=C1)C)=O 1-cyclohexyl-2-methyl-3-phenylpropane-1,3-dione